N'-(4-bromo-2-hydroxybenzylidene)-2-((3-fluorophenyl)amino)propionylhydrazine BrC1=CC(=C(C=NNC(C(C)NC2=CC(=CC=C2)F)=O)C=C1)O